C(#N)C1=CC=C(C2=CC=CC=C12)COC1=CC=CC(=N1)C1CCN(CC1)CC1=NC2=C(N1C[C@H]1OCC1)C=C(C=C2)C(=O)O (S)-2-((4-(6-((4-cyanonaphthalen-1-yl)methoxy)pyridin-2-yl)piperidin-1-yl)methyl)-1-(Oxetane-2-ylmethyl)-1H-benzo[d]imidazole-6-carboxylic acid